C(CCCCCCC\C=C/C\C=C\C)O Z,E-9,12-tetradecadienol